O1C(=CC=C1)CNC1=NC(=NC(=N1)NC1=CC(=CC=C1)C(F)(F)F)C1=CC=CC=C1 N2-(2-furanylmethyl)-6-phenyl-N4-[3-(trifluoromethyl)phenyl]-1,3,5-triazine-2,4-diamine